NC=1C=C(C(=O)NCC2CC2)C=CC1OCC1CC1 3-amino-4-(cyclopropylmethoxy)-N-(cyclopropylmethyl)benzamide